BrC1=CNC2=C1N=C(N=C2C2=CC=NC=C2)Cl 7-bromo-2-chloro-4-(pyridin-4-yl)-5H-pyrrolo[3,2-d]pyrimidine